(S)-2-amino-2-(4-chloro-3-(1-(difluoromethyl)-1H-1,2,4-triazol-5-yl)phenyl)ethyl (1-(trifluoromethyl)cyclopropyl)carbamate FC(C1(CC1)NC(OC[C@H](C1=CC(=C(C=C1)Cl)C1=NC=NN1C(F)F)N)=O)(F)F